(3R)-tert-Butyl 3-(((3-(tert-butoxy)-2-methyl-3-oxopropyl)amino)methyl)piperazine-1-carboxylate C(C)(C)(C)OC(C(CNC[C@@H]1CN(CCN1)C(=O)OC(C)(C)C)C)=O